3-((1-(2-hydroxy-4-(trifluoromethyl)phenyl)pyrido[3,4-d]pyridazin-4-yl)amino)cyclohexan OC1=C(C=CC(=C1)C(F)(F)F)C1=C2C(=C(N=N1)NC1CCCCC1)C=NC=C2